2-methoxyethyl (2R,5R)-3-((6-(benzyloxy)pyridin-3-yl) sulfonyl)-2-(((tetrahydro-2H-pyran-2-yl)oxy)carbamoyl)-3,8-diazabicyclo[3.2.1]octane-8-carboxylate C(C1=CC=CC=C1)OC1=CC=C(C=N1)S(=O)(=O)N1[C@H](C2CC[C@H](C1)N2C(=O)OCCOC)C(NOC2OCCCC2)=O